3-((4-(5-chloro-2-(((6S)-4-(4-methoxybenzyl)-6-methylmorpholin-2-yl)methyl)-3-methylphenyl)pyrrolo[2,1-f][1,2,4]triazin-6-yl)methyl)-1-methylpyrimidine-2,4(1H,3H)-dione ClC=1C=C(C(=C(C1)C1=NC=NN2C1=CC(=C2)CN2C(N(C=CC2=O)C)=O)CC2CN(C[C@@H](O2)C)CC2=CC=C(C=C2)OC)C